trans-4-((3-(1-Cyclopropyl-1H-pyrazol-4-yl)phenyl)((trans-4-(4-methoxy-3-methylphenyl)cyclohexyl)methyl)carbamoyl)cyclohexyl (1,3-dihydroxypropan-2-yl)carbamate OCC(CO)NC(O[C@@H]1CC[C@H](CC1)C(N(C[C@@H]1CC[C@H](CC1)C1=CC(=C(C=C1)OC)C)C1=CC(=CC=C1)C=1C=NN(C1)C1CC1)=O)=O